C(C)(C)N1CCN(CC1)C1=C(C(=CC=C1)C(F)(F)F)[N+](=O)[O-] 1-isopropyl-4-[2-nitro-3-(trifluoromethyl)phenyl]piperazine